2-(2-(((1-(methacryloyloxy)propan-2-yloxy)carbonylamino)methyl)-2,5,5-trimethylcyclohexylcarbamoyloxy)propane-1,3-diyl diacrylate C(C=C)(=O)OCC(COC(C=C)=O)OC(NC1C(CCC(C1)(C)C)(C)CNC(=O)OC(COC(C(=C)C)=O)C)=O